C1(CC1)C1=NC(=CC(=C1C(=O)NCC1=CC(=CC=C1)F)C)N1CCOCC1 2-Cyclopropyl-N-[(3-fluorophenyl)-methyl]-4-methyl-6-morpholin-4-yl-pyridine-3-carboxylic acid amide